4-((R)-2-[5-(2-fluoro-3-methoxy-phenyl)-3-(2-fluoro-6-trifluoromethylbenzyl)-4-methyl-2,6-dioxo-3,6-dihydro-2H-pyrimidin-1-yl]-1-phenyl-ethylamino)-butyric acid FC1=C(C=CC=C1OC)C1=C(N(C(N(C1=O)C[C@@H](C1=CC=CC=C1)NCCCC(=O)O)=O)CC1=C(C=CC=C1C(F)(F)F)F)C